(2S,4S,6S)-4'-bromo-2-methyl-6-(1-methyl-1H-1,2,3-triazol-4-yl)-2'-(trifluoromethyl)-4',5'-dihydrospiro[piperidine-4,7'-thieno[2,3-c]pyran] BrC1C2=C([C@]3(OC1)C[C@@H](N[C@@H](C3)C=3N=NN(C3)C)C)SC(=C2)C(F)(F)F